ClC=1C=C(C=C2C=CC(NC12)=O)C1=NNC(CC1C)=O 8-chloro-6-(4-methyl-6-oxo-1,4,5,6-tetrahydropyridazin-3-yl)quinolin-2(1H)-one